C1(CC1)C1=NN2C(N(C(C3=C2N=C(C=C3)C(F)(F)F)=O)CC(=O)NC3=NC=C(C=C3)F)=C1 2-(2-cyclopropyl-5-oxo-8-(trifluoromethyl)pyrazolo[1,5-a]pyrido[3,2-e]pyrimidin-4(5H)-yl)-N-(5-fluoropyridin-2-yl)acetamide